furan-2-yl(2-(pyrrolidin-1-yl)-4,5-dihydro-1H-imidazol-1-yl)methanone O1C(=CC=C1)C(=O)N1C(=NCC1)N1CCCC1